C[C@@H]1N(C2=CN=CC=C2[C@@H]([C@H]1C)NC1=CC=CC=C1)C(C)=O ((2S,3R,4R)-2,3-dimethyl-4-(phenylamino)-3,4-dihydro-1,7-naphthyridin-1(2H)-yl)ethanone